tert-butyl (((1r,4r)-4-(2-(1H-imidazol-1-yl)-6-methyl-pyrimidine-4-carboxamido)cyclohexyl)methyl)carbamate N1(C=NC=C1)C1=NC(=CC(=N1)C(=O)NC1CCC(CC1)CNC(OC(C)(C)C)=O)C